2-(2'-hydroxy-5'-methylphenyl)-benzo-triazole OC1=C(C=C(C=C1)C)N1N=C2C(=N1)C=CC=C2